C(C)(C)(C)N1N=C(C(=C1)B(O)O)C1CCC(CC1)(F)F [1-tert-butyl-3-(4,4-difluorocyclohexyl)pyrazol-4-yl]boronic acid